C(C)(C)(C)OC(=O)N1CCC(CC1)COS(=O)(=O)C 4-(((methylsulfonyl)oxy)methyl)piperidine-1-carboxylic acid tert-butyl ester